1-(4-(6-chloro-8-fluoro-7-(2-fluoro-6-hydroxyphenyl)-2-(2-morpholino-ethylthio)quinazolin-4-yl)piperazin-1-yl)prop-2-en-1-one ClC=1C=C2C(=NC(=NC2=C(C1C1=C(C=CC=C1O)F)F)SCCN1CCOCC1)N1CCN(CC1)C(C=C)=O